COC1=C(C=CC(=C1)NC(C(C)(C1=CC=CC=C1)C)=O)NC(C1=CC(=CC=C1)Cl)=O N-(2-methoxy-4-(2-methyl-2-phenylpropionamido)phenyl)-3-chlorobenzamide